30-bromotriacontene BrCCCCCCCCCCCCCCCCCCCCCCCCCCCCC=C